[Ru].N1=C(C=C(C=C1)C(=O)O)C1=NC=CC(=C1)C(=O)O.N1=C(C=C(C=C1)C(=O)O)C1=NC=CC(=C1)C(=O)O bis(2,2'-bipyridyl-4,4'-dicarboxylic acid) ruthenium